BrC=1C=C(C(=NC1)[N+](=O)[O-])O[C@H](C)C1=C(C=CC=C1F)F 5-bromo-3-[(1R)-1-(2,6-difluorophenyl)ethoxy]-2-nitropyridine